4-methoxy-2-(methoxymethyl)pyrimidine COC1=NC(=NC=C1)COC